di-tert-butyl 7-(7-chloro-8-fluoro-2-((tetrahydro-1H-pyrrolizin-7a(5H)-yl) methoxy) pyrido[4,3-d]pyrimidin-4-yl)-3,7,9-triazabicyclo[3.3.1]nonane-3,9-dicarboxylate ClC1=C(C=2N=C(N=C(C2C=N1)N1CC2CN(CC(C1)N2C(=O)OC(C)(C)C)C(=O)OC(C)(C)C)OCC21CCCN1CCC2)F